2-O-β-D-galactosyl-L-ascorbic acid [C@@H]1([C@H](O)[C@@H](O)[C@@H](O)[C@H](O1)CO)OC=1C(=O)O[C@@H](C1O)[C@@H](O)CO